C(C)C1=NC(=CC=C1N)OC 2-ethyl-6-meth-oxypyridin-3-amine